BrC=1C=C(C(=NC1Cl)C(=O)OC)C(Br)Br Methyl 5-bromo-6-chloro-3-(dibromomethyl)picolinate